(1R,2S,3R,5S)-3-(4-amino-7H-pyrrolo[2,3-d]pyrimidin-7-yl)-5-(2-((S)-2-(1-methyl-1H-1,2,3-triazol-4-yl)-2,3-dihydro-1H-pyrrolo[2,3-b]quinolin-7-yl)ethyl)cyclopentane-1,2-diol NC=1C2=C(N=CN1)N(C=C2)[C@H]2[C@@H]([C@@H]([C@H](C2)CCC2=CC=C1C=C3C(=NC1=C2)N[C@@H](C3)C=3N=NN(C3)C)O)O